3-(5-(2,2-dimethoxyethyl)-3-fluoro-6-methylpyridin-2-yl)piperidine-2,6-dione COC(CC=1C=C(C(=NC1C)C1C(NC(CC1)=O)=O)F)OC